N2-(3-(5-isobutoxypyridin-2-yl)-1,2,4-thiadiazol-5-yl)-N3,N3-dimethylpyridine-2,3-diamine C(C(C)C)OC=1C=CC(=NC1)C1=NSC(=N1)NC1=NC=CC=C1N(C)C